2,6-dimethyl-4-(9H-thioxanthen-9-yl)phenol CC1=C(C(=CC(=C1)C1C2=CC=CC=C2SC=2C=CC=CC12)C)O